2-(3-chlorobenzyl)-8-methyl-N-(3-methylbutyl)-4,5-dihydro-2H-furo[2,3-g]indazole-7-carboxamide ClC=1C=C(CN2N=C3C4=C(CCC3=C2)OC(=C4C)C(=O)NCCC(C)C)C=CC1